(1S,3aS,6aR)-N-((R,Z)-4-fluoro-4-(methylsulfonyl)-1-((S)-2-oxopyrrolidin-3-yl)but-3-en-2-yl)-2-(9-hydroxy-9H-fluorene-9-carbonyl)octahydrocyclopenta[c]pyrrole-1-carboxamide F/C(=C/[C@@H](C[C@H]1C(NCC1)=O)NC(=O)[C@H]1N(C[C@@H]2[C@H]1CCC2)C(=O)C2(C1=CC=CC=C1C=1C=CC=CC21)O)/S(=O)(=O)C